N-(7-chloro-1-(4-(trifluoro-methyl)-phenyl)-1H-indol-5-yl)acrylamide ClC=1C=C(C=C2C=CN(C12)C1=CC=C(C=C1)C(F)(F)F)NC(C=C)=O